C1(=CC=CC=C1)C#CC1=CC=CC2=CC=CC=C12 2-phenylethynyl-naphthalene